(R)-6-chloro-3-((1-(2-cyano-3-(3,4-dihydroisoquinolin-2(1H)-yl)-7-methylquinoxalin-5-yl)ethyl)amino)picolinic acid ClC1=CC=C(C(=N1)C(=O)O)N[C@H](C)C1=C2N=C(C(=NC2=CC(=C1)C)C#N)N1CC2=CC=CC=C2CC1